FC(OC=1C=C2C=NN(C2=C(C1)C(=O)NC1CC2(CC(C2)CC(=O)O)C1)CC=1C=NC(=NC1)C1=CC(=CC(=C1)OC)F)F 2-(6-(5-(difluoromethoxy)-1-((2-(3-fluoro-5-methoxyphenyl)pyrimidin-5-yl)methyl)-1H-indazole-7-carboxamido)spiro[3.3]heptan-2-yl)acetic acid